C1=C(C=CC2=CC=CC=C12)NC1=CC=C(C=C1)C1=CC=CC=C1 N-(naphthalen-2-yl)biphenyl-4-amine